1-propyltin C(CC)[Sn]